NC=1C2=C(N(C(N1)=O)CC(=O)OC(C)(C)C)C=C(C=N2)Br tert-butyl (4-amino-7-bromo-2-oxopyrido[3,2-d]pyrimidin-1(2H)-yl)acetate